(6-((2-((4-(4-ethylpiperazin-1-yl)-5-(1-isopropyl-1H-pyrazol-4-yl)-2-methoxyphenyl)amino)-7H-pyrrolo[2,3-d]pyrimidin-4-yl)amino)quinoxalin-5-yl)dimethyl-phosphine oxide C(C)N1CCN(CC1)C1=CC(=C(C=C1C=1C=NN(C1)C(C)C)NC=1N=C(C2=C(N1)NC=C2)NC=2C(=C1N=CC=NC1=CC2)P(C)(C)=O)OC